OC=1C(C=CN2C1C(N(C=C2)CC2=CC=C(C=C2)OC)=O)=O 9-hydroxy-2-(4-methoxybenzyl)-2H-pyrido[1,2-a]pyrazine-1,8-dione